COC=1C(=NC=CC1)CC=O 2-(3-methoxypyridin-2-yl)ethan-1-one